O=C1NC=CC2=C1C=C(N2COCC[Si](C)(C)C)C=O 4-oxo-1-((2-(trimethylsilyl)ethoxy)methyl)-4,5-dihydro-1H-pyrrolo[3,2-c]pyridine-2-carbaldehyde